4-(3-hydroxypropyl)tert-butoxycarbonyl-piperazine OCCCN1CCN(CC1)C(=O)OC(C)(C)C